5-isopropoxy-N-[(3R,4S)-3-methyl-4-piperidyl]-6-(1H-pyrazol-4-yl)-[1,2,4]triazolo[1,5-a]pyrazin-2-amine C(C)(C)OC1=C(N=CC=2N1N=C(N2)N[C@@H]2[C@@H](CNCC2)C)C=2C=NNC2